C(C)OCCOCCOCCOC1=CC=C(N)C=C1 4-[2-[2-(2-ethoxyethoxy)ethoxy]ethoxy]aniline